(1S,2R,3R,4S,6R)-4,6-diamino-3-[(2R,6S)-6-[(1R)-1-aminoethyl]tetrahydropyran-2-yl]oxy-cyclohexane-1,2-diol N[C@@H]1[C@H]([C@@H]([C@H]([C@@H](C1)N)O)O)O[C@H]1O[C@@H](CCC1)[C@@H](C)N